4-(aminomethyl)-6-(5-(5-fluoro-1-oxoisoindol-2-yl)-1-methyl-1H-pyrazol-4-yl)phthalazin-1(2H)-one NCC1=NNC(C2=CC=C(C=C12)C=1C=NN(C1N1C(C2=CC=C(C=C2C1)F)=O)C)=O